methyl-N-(1-methyl-3-(5-morpholinylpyridin-2-yl)-1H-pyrazol-4-yl)-[2,3'-bipyridine]-6-carboxamide CC=1C(=NC(=CC1)C(=O)NC=1C(=NN(C1)C)C1=NC=C(C=C1)N1CCOCC1)C=1C=NC=CC1